ClC1=C2C(=NC=3C=CC(=CC13)OC1=CC=C(C=C1)C(C)=O)CCC2 9-chloro-7-(4-acetylphenoxy)-1H,2H,3H-cyclopenta[b]quinoline